C(C)N1C2=CC(=CC=C2C=2C=C(C=CC12)CNCCN1CC=2N(CCC1)N=C(C2)C(=O)NC=2SC1=C(N2)C=CC(=C1)NS(=O)(=O)C=1SC=CC1)C=1SC=C(C1)C 5-[2-[[9-ethyl-7-(4-methyl-2-thienyl)carbazol-3-yl]methylamino]ethyl]-N-[6-(2-thienylsulfonylamino)-1,3-benzothiazol-2-yl]-4,6,7,8-tetrahydropyrazolo[1,5-a][1,4]diazepine-2-carboxamide